6-((2-oxaspiro[3.3]heptan-6-yl)amino)hexadecanedioic acid C1OCC12CC(C2)NC(CCCCC(=O)O)CCCCCCCCCC(=O)O